O=C1NN=C(C2=CC(=CC=C12)B1OC(C(O1)(C)C)(C)C)C(N1C(C2=CC=CC=C2C1=O)=O)([2H])[2H] 2-((4-oxo-7-(4,4,5,5-tetramethyl-1,3,2-dioxaborolan-2-yl)-3,4-dihydrophthalazin-1-yl)methyl-d2)isoindoline-1,3-dione